2-ethoxy-6-methyl-N-(3-phenylpropyl)thieno[2,3-d]pyrimidin-4-amine C(C)OC=1N=C(C2=C(N1)SC(=C2)C)NCCCC2=CC=CC=C2